2-(3-cyclopropylphenyl)-7-azaspiro[3.5]Nonane-7-carboxylic acid tert-butyl ester C(C)(C)(C)OC(=O)N1CCC2(CC(C2)C2=CC(=CC=C2)C2CC2)CC1